lithium chloride sodium chloride [Cl-].[Na+].[Cl-].[Li+]